Cl.CN(C1=CC=C2C=CC=NC2=C1)C1CCNCC1 N-methyl-N-(piperidin-4-yl)quinolin-7-amine hydrochloride